2,4-dichloro-5-sulfonylaminobenzoic acid ClC1=C(C(=O)O)C=C(C(=C1)Cl)N=S(=O)=O